rel-(2R,3S,4S,5R)-N-(6-((S)-2,2-dimethyl-1,3-dioxolan-4-yl)pyridin-3-yl)-3-(4-fluoro-2-methoxy-3-methylphenyl)-4,5-dimethyl-5-(trifluoromethyl)tetrahydrofuran-2-carboxamide CC1(OC[C@@H](O1)C1=CC=C(C=N1)NC(=O)[C@@H]1O[C@]([C@H]([C@H]1C1=C(C(=C(C=C1)F)C)OC)C)(C(F)(F)F)C)C |o1:15,17,18,19|